tert-butyl 3-(6-{[1-(tert-butoxycarbonyl)-3-(2,3-dichloro-6-fluorophenyl)azetidin-3-yl]amino}-8-fluoro-4-oxoquinazolin-3-yl)pyrazole-1-carboxylate C(C)(C)(C)OC(=O)N1CC(C1)(C1=C(C(=CC=C1F)Cl)Cl)NC=1C=C2C(N(C=NC2=C(C1)F)C1=NN(C=C1)C(=O)OC(C)(C)C)=O